8,8-dimethyl-5,6,7,8-tetrahydroquinolin-3-amine CC1(CCCC=2C=C(C=NC12)N)C